1-((2R,4S)-4-(4-(difluoromethoxy)-3-isopropoxyphenyl)-2-(hydroxymethyl)pyrrolidin-1-yl)ethanone FC(OC1=C(C=C(C=C1)[C@@H]1C[C@@H](N(C1)C(C)=O)CO)OC(C)C)F